CC=1C(=C(C(=O)OC(CS(=O)(=O)C2=CC=C(C=C2)C(F)(F)F)CCCCCN=[N+]=[N-])C=CC1C(F)(F)F)OC=1C(=NC(=CC1)F)C 7-azido-1-((4-(trifluoromethyl)phenyl)sulfonyl)heptane-2-ol methyl-2-((6-fluoro-2-methylpyridin-3-yl)oxy)-4-(trifluoromethyl)benzoate